bromo-2-fluoro-1-(p-tolyl)ethan-1-one BrC(C(=O)C1=CC=C(C=C1)C)F